ClC=1C=C(NC2(CCC3(C(CC4=CC=C(C=C34)OCC(C)C)C3=CC(=CC=C3)OC3=CC=CC=C3)CC2)C(=O)O)C=CC1 (1r,4r)-4-(3-chloroanilino)-6'-(2-methylpropoxy)-2'-(3-phenoxyphenyl)-2',3'-dihydrospiro[cyclohexane-1,1'-indene]-4-carboxylic acid